ClC1=CC=C(S1)[C@@H]1NC(C[C@H]1NC(OCC1=CC=CC=C1)=O)=O benzyl (trans-2-(5-chlorothiophen-2-yl)-5-oxopyrrolidin-3-yl)carbamate